The molecule is a 2-hydroxy fatty acid that is the 2-hydroxy derivative of nervonic acid. It is a very long-chain fatty acid anion, a 2-hydroxy fatty acid and a hydroxy monounsaturated fatty acid. It derives from a (15Z)-tetracosenoic acid. CCCCCCCC/C=C\\CCCCCCCCCCCCC(C(=O)O)O